CN([C@H]1CN(CC1)C1=C(C=C(C(=C1)OC)NC1=NC=CC(=N1)C=1C=NN2C1C=CC=C2)N)C 4-[(3R)-3-dimethylaminopyrrolidin-1-yl]-6-methoxy-N-{4-pyrazolo[1,5-a]Pyridin-3-ylpyrimidin-2-yl}benzene-1,3-diamine